COC1=C(C(=O)NCC(F)(F)F)C(=CC(=C1)N1C=NC2=C1C=CC(=C2)C2=CN=NC(=C2)C)OC 2,6-dimethoxy-4-[5-(6-methylpyridazin-4-yl)benzimidazol-1-yl]-N-(2,2,2-trifluoroethyl)benzamide